N-((S)-2,2-difluoro-1-(4-((7-((S)-1-methoxyethyl)-2-methylthiazolo[5,4-b]pyridin-6-yl)amino)phenyl)ethyl)-N-methylpiperidine-4-carboxamide FC([C@H](C1=CC=C(C=C1)NC=1C(=C2C(=NC1)SC(=N2)C)[C@H](C)OC)N(C(=O)C2CCNCC2)C)F